F[C@@H]1CN(CC1)CC(=O)NC=1N=CC2=CC=C(C=C2C1)C=1SC(=NN1)C (S)-2-(3-fluoropyrrolidin-1-yl)-N-(6-(5-methyl-1,3,4-thiadiazol-2-yl)isoquinolin-3-yl)acetamide